C(CCCCCCC\C=C/C\C=C/CCCCC)OC(C(CCC(=O)OCCCCCCCC\C=C/C\C=C/CCCCC)NC(CCC(=O)NCCCN(CCO)CCO)=O)=O bis[(9Z,12Z)-octadeca-9,12-dienyl]2-[[4-[3-[bis(2-hydroxyethyl)amino]propylamino]-4-oxo-butanoyl]amino]pentanedioate